ClC=1C(=C(C=CC1F)N(C(=O)[C@H]1N(C(N(C1)C(=O)OC(C)(C)C)=O)C1=NC2=C(C(=C1)SC(F)(F)F)N=CS2)C)F tert-butyl (4S)-4-[N-(3-chloro-2,4-difluorophenyl)-N-methylcarbamoyl]-2-oxo-3-[7-(trifluoromethylthio)(1,3-thiazolo[4,5-e]pyridin-5-yl)]imidazolidinecarboxylate